CC1=CC=CC=2N1N=C(C2)[C@@H]2N(CCC1=C2N=CN1)C(=O)C=1OC(=NN1)C1=NN(C=C1)C(F)(F)F (R)-(4-(7-methylpyrazolo[1,5-a]pyridin-2-yl)-6,7-dihydro-1H-imidazo[4,5-c]pyridin-5(4H)-yl)(5-(1-(trifluoromethyl)-1H-pyrazol-3-yl)-1,3,4-oxadiazol-2-yl)methanone